2-amino-N,N-bis(2-hydroxyethyl)-8-(1-((5,6,7,8-tetrahydro-1,6-naphthyridin-3-yl)carbamoyl)cyclopropyl)-3H-benzo[b]azepine-4-carboxamide NC=1CC(=CC2=C(N1)C=C(C=C2)C2(CC2)C(NC=2C=NC=1CCNCC1C2)=O)C(=O)N(CCO)CCO